[I-].N1(CCC1)C=1C=CC2=CC3=CC=C(C=C3[N+](=C2C1)CCCCCCCCCCCC)N1CCC1 3,6-bis(azetidin-1-yl)-10-dodecylacridin-10-ium iodide